C(CCC)N1CCC(CC1)N(C(=O)C1=NNC2=CC=CC=C12)CC=1C=NC=CC1 N-(1-butylpiperidin-4-yl)-N-(pyridin-3-ylmethyl)-1H-indazole-3-carboxamide